2,7-Bis(carbazole-9-yl)-9,9-dimethylfluorene C1=CC=CC=2C3=CC=CC=C3N(C12)C1=CC=2C(C3=CC(=CC=C3C2C=C1)N1C2=CC=CC=C2C=2C=CC=CC12)(C)C